1-[1-[2-amino-4-(trifluoromethoxy)benzoyl]-4-piperidyl]-6-cyclobutyl-3H-imidazo[4,5-b]pyridin-2-one NC1=C(C(=O)N2CCC(CC2)N2C(NC3=NC=C(C=C32)C3CCC3)=O)C=CC(=C1)OC(F)(F)F